[Br-].[Br-].C(C)(C)P(C(C)C)C(C)C.C(C)(C)P(C(C)C)C(C)C.[Pd+2] palladium (II) bis(triisopropylphosphine) dibromide